C(CCCCCCCCCCC)(=O)N[C@@H](C)[C@H](O)CCCCCCCCCCCCCCC N-dodecanoyl-1-deoxysphinganine